4-(((R)-1-(4-bromothiophen-2-yl)ethyl)amino)-7-methoxy-2-methylquinoline BrC=1C=C(SC1)[C@@H](C)NC1=CC(=NC2=CC(=CC=C12)OC)C